COC=1C=C(C=CC1)CCC1=CC(=CC=C1)OC 3,3'-dimethoxybibenzyl